FC(CC1=C(NC2=CC=C(C=C12)C1CCN(CC1)CC(=O)N(C)C)C1=CC(=NC(=C1)C)C)F 2-(4-(3-(2,2-difluoroethyl)-2-(2,6-dimethylpyridin-4-yl)-1H-indol-5-yl)piperidin-1-yl)-N,N-dimethylacetamide